tetraoxyethylene nonylphenyl ether CCCCCCCCCC1=CC=CC=C1OCCOCCOCCOCCO